BrC=1C=C2C(=C(C=NC2=CC1)[N+](=O)[O-])NC1=CC=C(C=C1)C(C)=O 1-(4-((6-bromo-3-nitroquinolin-4-yl)amino)phenyl)ethan-1-one